C(#C)C=1C=NC2=C(C=C(C=C2C1)OC(C(=O)NCCF)OC)C 2-[(3-ethynyl-8-methyl-6-quinolinyl)oxy]-N-(2-fluoroethyl)-2-methoxyacetamide